5-((5-(3-(5-isopropyloxazol-2-yl)cyclopentyl)-1H-pyrazol-3-yl)amino)-1-methyl-3H-1λ4-benzo[d]isothiazole 1-oxide C(C)(C)C1=CN=C(O1)C1CC(CC1)C1=CC(=NN1)NC=1C=CC2=C(CN=S2(C)=O)C1